ethyl tertiary-butoxypropionate C(C)(C)(C)OC(C(=O)OCC)C